(7-(2-(dimethylamino)ethoxy)-4-(1-methyl-3-phenyl-1H-pyrazol-4-yl)pyrido[3,2-d]pyrimidin-6-yl)-3-oxabicyclo[3.1.0]hexane-1-carboxamide CN(CCOC1=CC=2N=CN=C(C2N=C1C1C2(CC2CO1)C(=O)N)C=1C(=NN(C1)C)C1=CC=CC=C1)C